5-{2-[4-(1,2-Benzisoxazol-3-yl)piperazin-1-yl]ethyl}-1-methyl-5,6,7,8-tetrahydropyrrolo[3,2-c]azepin-4(1H)-one O1N=C(C2=C1C=CC=C2)N2CCN(CC2)CCN2C(C1=C(CCC2)N(C=C1)C)=O